FC1([C@H](C2=C(N(N=C2C(F)(F)F)C2C[C@H]3C([C@H]3C2)(F)F)C1)O)F (4S)-5,5-difluoro-1-[(1R,3r,5S)-6,6-difluoro-bicyclo[3.1.0]hex-3-yl]-3-(trifluoromethyl)-1H,4H,5H,6H-cyclopenta[c]pyrazol-4-ol